3,6-bis(5-bromothien-2-yl)-2,5-bis(2-octyldodecyl)pyrrolo[3,4-C]pyrrole-1,4(2H,5H)dione BrC1=CC=C(S1)C=1N(C(C2=C(N(C(C21)=O)CC(CCCCCCCCCC)CCCCCCCC)C=2SC(=CC2)Br)=O)CC(CCCCCCCCCC)CCCCCCCC